BrC1=CC=CC=2C=3C4(C=CC=5C3N(C12)C1=NC=CC=C1C5)CCCCC4 bromospiro[cyclohexane-1,5'-[1,8]naphthyridino[3,2,1-jk]carbazole]